5-[({1-[2-fluoro-4-(trifluoromethyl)phenyl]cyclopropyl}carbonyl)amino]benzoic acid FC1=C(C=CC(=C1)C(F)(F)F)C1(CC1)C(=O)NC=1C=CC=C(C(=O)O)C1